(R)-4-(4-((4-(((2-(2,6-dioxopiperidin-3-yl)-1-oxoisoindolin-4-yl)oxy)methyl)-3,5-difluorophenyl)thio)piperidin-1-yl)-3-fluorobenzonitrile O=C1NC(CC[C@H]1N1C(C2=CC=CC(=C2C1)OCC1=C(C=C(C=C1F)SC1CCN(CC1)C1=C(C=C(C#N)C=C1)F)F)=O)=O